8-[(1R)-1-[2-[4-[tert-butyl(dimethyl)silyl]oxy-1-piperidyl]-4-fluoro-anilino]ethyl]-6-chloro-3-methyl-2-tetrahydropyran-4-yl-quinazolin-4-one [Si](C)(C)(C(C)(C)C)OC1CCN(CC1)C1=C(N[C@H](C)C=2C=C(C=C3C(N(C(=NC23)C2CCOCC2)C)=O)Cl)C=CC(=C1)F